n-butyltri(butoxy)tin C(CCC)[Sn](OCCCC)(OCCCC)OCCCC